ClC1=NS(C2=C1C=C(C=C2)F)(=O)=O 3-chloro-5-fluoro-1,2-benzothiazol 1,1-dioxide